2-nitro-3',4',5'-trifluoro-1,1'-biphenyl [N+](=O)([O-])C1=C(C=CC=C1)C1=CC(=C(C(=C1)F)F)F